(2S)-2-amino-2-cyclohexylethanol N[C@H](CO)C1CCCCC1